1-phenyl-2-[3-(4,4,5,5-tetramethyl-1,3,2-dioxaborolan-2-yl)phenyl]-1H-benzimidazole C1(=CC=CC=C1)N1C(=NC2=C1C=CC=C2)C2=CC(=CC=C2)B2OC(C(O2)(C)C)(C)C